3-((S)-2-(4-fluoro-3,5-dimethylphenyl)-4-methyl-4,5,6,7-tetrahydro-2H-pyrazolo[4,3-c]pyridin-3-yl)-1,3-dihydro-2H-imidazol-2-one FC1=C(C=C(C=C1C)N1N=C2C([C@@H](NCC2)C)=C1N1C(NC=C1)=O)C